O=C1NC=2C(=NC=CC2)N1C1=C(C#N)C=CC=C1 2-(2-oxo-1H-imidazo[4,5-b]pyridin-3(2H)-yl)benzonitrile